ClC1=C(OC=2N=NNC2C(=O)O)C=CC(=C1)Cl 4-(2,4-dichlorophenoxy)-1H-1,2,3-triazole-5-carboxylic acid